N-(4-ethylthiazol-5-yl)-5-methyl-2-[(2S)-2-(trifluoromethylsulfonylamino)propoxy]pyridine-4-carboxamide C(C)C=1N=CSC1NC(=O)C1=CC(=NC=C1C)OC[C@H](C)NS(=O)(=O)C(F)(F)F